FC1=CC2=C(N3C(C=4N([C@@H](CC2)C3)C=C(C(C4O)=O)C(=O)NCC4=C(C=C(C=C4F)F)F)=O)C=C1F (12S)-2,3-difluoro-7-hydroxy-6,8-dioxo-N-(2,4,6-trifluorobenzyl)-6,8,13,14-tetrahydro-12H-5,12-methanobenzo[e]pyrido[1,2-a][1,4]diazonine-9-carboxamide